N-[(6-Amino-2-pyridyl)sulfonyl]-6-(4-methylpyrazol-1-yl)-2-(2,4,6-trimethylphenoxy)pyridin-3-carboxamid NC1=CC=CC(=N1)S(=O)(=O)NC(=O)C=1C(=NC(=CC1)N1N=CC(=C1)C)OC1=C(C=C(C=C1C)C)C